N1C=NC(=C1)COC1=CC=C(C=C1)C1=C(C(=CC=C1)C1C(NC(CC1)=O)=O)Cl 3-(4'-((1H-imidazol-4-yl)methoxy)-2-chloro-[1,1'-biphenyl]-3-yl)piperidine-2,6-dione